tert-butyl (S)-(1-cyano-2-(4'-cyano-3-fluoro-3'-(trifluoromethyl)-[1,1'-biphenyl]-4-yl)ethyl)carbamate C(#N)[C@H](CC1=C(C=C(C=C1)C1=CC(=C(C=C1)C#N)C(F)(F)F)F)NC(OC(C)(C)C)=O